Chloramine-T CC1C=CC(S(=O)(=O)[N-]Cl)=CC=1.[Na+]